1-(6-fluoro-7-(3-fluoro-4-(trifluoromethyl)phenoxy)-3,4-dihydroisoquinolin-2(1H)-yl)prop-2-en-1-one FC=1C=C2CCN(CC2=CC1OC1=CC(=C(C=C1)C(F)(F)F)F)C(C=C)=O